N-[4-(cyclopentyloxy)-3-fluorophenyl]-2-{6,6-difluoro-2-azaspiro[3.3]heptan-2-yl}-5-(2,2,2-trifluoroethyl)oxazole-4-carboxamide C1(CCCC1)OC1=C(C=C(C=C1)NC(=O)C=1N=C(OC1CC(F)(F)F)N1CC2(C1)CC(C2)(F)F)F